FC(C=1C=CC=2C3=C(C(=NC2C1)OCC1N(CCC1)C)C=NC(=N3)N3CCNCC3)(F)F 8-Trifluoromethyl-5-((1-methylpyrrolidin-2-yl)methoxy)-2-(piperazin-1-yl)pyrimido[5,4-c]quinoline